[N+](=O)([O-])C1=C(C=CC=C1)C(C)=O (E)-1-(2-nitrophenyl)ethan-1-one